BrC1=C(C=CC(=C1)B1OC(C(O1)(C)C)(C)C)C(C)(O[Si](C)(C)C(C)(C)C)C [1-[2-bromo-4-(4,4,5,5-tetramethyl-1,3,2-dioxaborolan-2-yl)phenyl]-1-methyl-ethoxy]-tert-butyl-dimethyl-silane